N2-[3-Fluoro-2-(1-piperidinyl)phenyl]-N5,N5-dimethylthiophene-2,5-disulfonamide FC=1C(=C(C=CC1)NS(=O)(=O)C=1SC(=CC1)S(=O)(=O)N(C)C)N1CCCCC1